3-(ethoxymethyl)-10-ethyl-3-hydroxy-13-methylhexadecahydro-1H-cyclopenta[a]phenanthrene-17-carboxamide C(C)OCC1(CCC2(C3CCC4(C(CCC4C3CCC2C1)C(=O)N)C)CC)O